dodecyldimethyl-3,4-dichlorobenzyl-ammonium chloride [Cl-].C(CCCCCCCCCCC)[N+](CC1=CC(=C(C=C1)Cl)Cl)(C)C